N-((R)-1-(3-amino-5-(trifluoromethyl)phenyl)ethyl)-7-methoxy-2-methyl-6-(((S)-pyrrolidin-3-yl)oxy)quinazolin-4-amine NC=1C=C(C=C(C1)C(F)(F)F)[C@@H](C)NC1=NC(=NC2=CC(=C(C=C12)O[C@@H]1CNCC1)OC)C